acryloyloxyethyl-dimethylbenzylammonium bis(trifluoromethanesulfonyl)imide [N-](S(=O)(=O)C(F)(F)F)S(=O)(=O)C(F)(F)F.C(C=C)(=O)OCC[N+](CC1=CC=CC=C1)(C)C